F[C@H]1C[C@@H](CNC1)N1N=C2N=C(C=CC2=C1)C1=C(C=C(C=C1C)C(F)(F)F)O 2-[2-[(3S,5S)-5-fluoro-3-piperidyl]pyrazolo[3,4-b]pyridin-6-yl]-3-methyl-5-(trifluoromethyl)phenol